2-methyloctanediamine CC(C(N)N)CCCCCC